(1R,3s,5S)-3-(2-(3-bromo-2-methylphenoxy)ethoxy)-8-azabicyclo[3.2.1]octane BrC=1C(=C(OCCOC2C[C@H]3CC[C@@H](C2)N3)C=CC1)C